(S)-1-(3-Fluoropropyl)-3-(4-(8-phenyl-3-(4,4,5,5-tetramethyl-1,3,2-dioxaborolan-2-yl)-6,7-dihydro-5H-benzo[7]annulen-9-yl)phenoxy)pyrrolidin FCCCN1C[C@H](CC1)OC1=CC=C(C=C1)C1=C(CCCC2=C1C=CC(=C2)B2OC(C(O2)(C)C)(C)C)C2=CC=CC=C2